C(C#C)CS(=O)(=O)[O-] prop-2-yn-1-ylmethanesulfonate